1-(4-(6-chloro-7-(2-fluoro-5-(2-hydroxypropan-2-yl)phenyl)quinazolin-4-yl)piperazin-1-yl)prop-2-en-1-one ClC=1C=C2C(=NC=NC2=CC1C1=C(C=CC(=C1)C(C)(C)O)F)N1CCN(CC1)C(C=C)=O